(3S,4S)-3-(4-(((1S,2S)-2-(difluoromethyl)cyclopropyl)amino)-2-fluoro-5-nitrobenzoylamino)-4-fluoropiperidine-1-carboxylic acid tert-butyl ester C(C)(C)(C)OC(=O)N1C[C@@H]([C@H](CC1)F)NC(C1=C(C=C(C(=C1)[N+](=O)[O-])N[C@@H]1[C@H](C1)C(F)F)F)=O